BrC=1C=C(C(=NC1)C=1OC(=C(N1)C)C)C(F)(F)F (5-bromo-3-(trifluoromethyl)pyridin-2-yl)-4,5-dimethyloxazol